NC=1N=C(SC1C(C1=CC=CC=C1)=O)N(C1=CC(=CC=C1)C)[C@@H](C(=O)N)C |r| rac-2-(N-(4-Amino-5-benzoylthiazol-2-yl)-3-methylanilino)propanamid